4-[4-(3-ethyl-5-piperazin-1-yl-2-pyridyl)-1-piperidyl]-1,6-dimethyl-pyrazolo[3,4-b]pyridine C(C)C=1C(=NC=C(C1)N1CCNCC1)C1CCN(CC1)C1=C2C(=NC(=C1)C)N(N=C2)C